2-[4-(7-Azaspiro[3.5]nonan-2-ylsulfonyl)-2-methyl-anilino]-6-chloro-8-spiro[2.4]heptan-7-yl-pyrido[2,3-d]pyrimidin-7-one C1C(CC12CCNCC2)S(=O)(=O)C2=CC(=C(NC=1N=CC3=C(N1)N(C(C(=C3)Cl)=O)C3CCCC31CC1)C=C2)C